NCC1=CC=C(C=C1)N1C=CC2=C1N=CN=C2 7-(4-(aminomethyl)phenyl)-7H-pyrrolo[2,3-d]Pyrimidine